O=C(CCC(=O)O)CC(C)=O 4,6-dioxoheptanoic acid